ONC(=O)C=1C=C(CNC(=O)C2=NC3=CC(=C(C=C3N(C2=O)C[C@@H]([C@@H]([C@@H](CO)O)O)O)C)C)C=CC1 N-(3-(hydroxycarbamoyl)benzyl)-6,7-dimethyl-3-oxo-4-((2S,3S,4R)-2,3,4,5-tetrahydroxypentyl)-3,4-dihydroquinoxaline-2-carboxamide